ClC1=CC=CC(=N1)N1C(N([C@H](C1)C#N)C1=CN=CC2=CC=CC=C12)=O |r| Racemic-1-(6-chloropyridin-2-yl)-3-(isoquinolin-4-yl)-2-oxoimidazoline-4-carbonitrile